2-butyl-1,3,5-trimethylpyrazolium hydroxide [OH-].C(CCC)N1[N+](=C(C=C1C)C)C